5-ethynyl-3-hydroxy-2-methylpyrrolidine-1-carboxylate C(#C)C1CC(C(N1C(=O)[O-])C)O